FC1(CCN(CCC1)C1=NC2=CC(=CC=C2C=C1C(=O)NC1=CC(=NC=C1)NC(OC(C)(C)C)=O)F)F tert-butyl (4-(2-(4,4-difluoroazepan-1-yl)-7-fluoroquinoline-3-carboxamido)pyridin-2-yl)carbamate